C(CC1=CC=CC=C1)OC1=CC=C(S1)CNCC(=O)OCC ethyl ((5-phenethoxythiophen-2-yl)methyl)glycinate